tert-butyl 4-(1-methyl-7-((methylsulfonyl)oxy)-6,7-dihydro-5H-benzo[c][1,2,3]triazolo[1,5-a]azepin-9-yl)-5,6-dihydropyridine-1(2H)-carboxylate CC=1N=NN2C1C1=C(C(CC2)OS(=O)(=O)C)C=C(C=C1)C1=CCN(CC1)C(=O)OC(C)(C)C